methyl 3-(9-((4-(aminomethyl)-2,6-dimethylphenyl)carbamoyl)-4,5-dihydrobenzo[b]thieno[2,3-d]oxepin-8-yl)-6-(2-phenylpiperidine-1-carbonyl)picolinate NCC1=CC(=C(C(=C1)C)NC(=O)C1=CC2=C(OCCC3=C2SC=C3)C=C1C=1C(=NC(=CC1)C(=O)N1C(CCCC1)C1=CC=CC=C1)C(=O)OC)C